5-norbornene-2,3-dicarboxylic acid dimethyl ester COC(=O)C1C2C=CC(C1C(=O)OC)C2